2-[6-(3-Chloro-2-fluoro-phenyl)pyrazolo[4,3-b]pyridin-1-yl]-1-(3,3-difluoroazetidin-1-yl)ethanone ClC=1C(=C(C=CC1)C=1C=C2C(=NC1)C=NN2CC(=O)N2CC(C2)(F)F)F